3-((difluoromethoxy)methyl)-1-((6-(difluoromethoxy)spiro[3.3]hept-2-yl)methyl)piperazine FC(OCC1CN(CCN1)CC1CC2(C1)CC(C2)OC(F)F)F